(2S)-4-(methylsulfinyl)-2-((9Z,12Z)-octadec-9,12-dienyl)butanoic acid CS(=O)CC[C@@H](C(=O)O)CCCCCCCC\C=C/C\C=C/CCCCC